(4aR,8aS)-6-[3-[[2-Fluoro-4-(trifluoromethyl)phenyl]methoxy]-3-(trifluoromethyl)pyrrolidine-1-carbonyl]-4,4a,5,7,8,8a-hexahydropyrido[4,3-b][1,4]oxazin-3-one FC1=C(C=CC(=C1)C(F)(F)F)COC1(CN(CC1)C(=O)N1C[C@@H]2[C@@H](OCC(N2)=O)CC1)C(F)(F)F